COC1CC(C1)NC1=NC(=NN2C1=C(C(=C2)C=2C=NC=CC2)C=2C=NC=CC2)C=2N(C=CN2)C N-((1r,3r)-3-Methoxycyclobutyl)-2-(1-methyl-1H-imidazol-2-yl)-5,6-di(pyridin-3-yl)pyrrolo[2,1-f][1,2,4]triazin-4-amine